[K+].CCC(CCCCC)S(=O)(=O)[NH-] octane-3-sulfonamide, potassium salt